3-methyl-7-nitro-5-vinyl-3,4-dihydro-2H-1,4-benzoxazine CC1COC2=C(N1)C(=CC(=C2)[N+](=O)[O-])C=C